NCC1=CC=C(S1)C=1C=C(C=CC1)S(=O)(=O)N1CCC2(CC(CO2)NC[C@@H](COC=2C=C(C=CC2)S(=O)(=O)NC)O)CC1 3-((2S)-3-(8-(3-(5-(aminomethyl)thiophen-2-yl)phenylsulfonyl)-1-oxa-8-azaspiro[4.5]decan-3-ylamino)-2-hydroxypropoxy)-N-methylbenzenesulfonamide